1-(((S)-1,1-dioxothietan-2-yl)methyl)-1H-benzo[d]imidazole-6-carboxylic acid O=S1([C@@H](CC1)CN1C=NC2=C1C=C(C=C2)C(=O)O)=O